1-(1-propionylpiperidin-4-yl)-3-[4-(trifluoromethoxy)phenyl]urea C(CC)(=O)N1CCC(CC1)NC(=O)NC1=CC=C(C=C1)OC(F)(F)F